CC1=CC=C(C(=C1)C(=O)NC)NC(=O)C1=CC=NN1 N-[4-methyl-6-[(methylamino)carbonyl]phenyl]-1H-pyrazole-5-carboxamide